cis-8-dimethylamino-3-[(4-methoxyphenyl)-methyl]-8-phenyl-1-(p-toluenesulfonyl)-1,3-diazaspiro[4.5]decan-2-one CN(C1(CCC2(CN(C(N2S(=O)(=O)C2=CC=C(C)C=C2)=O)CC2=CC=C(C=C2)OC)CC1)C1=CC=CC=C1)C